tert-butyl (2R,5S)-5-(4-bromobenzyl)-2-((methylsulfonyl)methyl)morpholine-4-carboxylate BrC1=CC=C(C[C@H]2CO[C@H](CN2C(=O)OC(C)(C)C)CS(=O)(=O)C)C=C1